ClC=1N=C(SC1)\C(\N)=N/OC(=O)C=1C=C2C(=NC1)OC([C@H](C2)O)(C)C (S,E)-4-chloro-N'-(3-hydroxy-2,2-dimethyl-3,4-dihydro-2H-pyrano[2,3-b]pyridine-6-carbonyloxy)thiazole-2-carboximidamide